FC(F)(F)C=1N=C2N(C=CC(=C2)C#N)C1 (trifluoromethyl)imidazo[1,2-a]pyridine-7-carbonitrile